Cl.N[C@H](C(=O)NC1=CC=C(C=C1)C1=CC(=C(C=C1)Cl)Cl)CC (S)-2-amino-N-(3',4'-dichloro-[1,1'-biphenyl]-4-yl)butanamide hydrochloride